CO[Si](CCCOCCOC)(OC)OC trimethoxy-3-(2-methoxyethoxy)-propylsilane